CC(=CCC/C(=C/C=O)/C)C Trans-3,7-dimethyl-2,6-octadienal